Toluene-4-thiosulfonic Acid, S-(3,4-dichloro-benzyl) ester CC1=CC=C(C=C1)S(=O)(SCC1=CC(=C(C=C1)Cl)Cl)=O